ClC=1C=C(C=CC1F)NC(N(CC(C)C)C1COCC=2NC(C=3C=C(C=CC3C21)F)=O)=O 3-(3-chloro-4-fluorophenyl)-1-(8-fluoro-6-oxo-1,4,5,6-tetrahydro-2H-pyrano[3,4-c]isoquinolin-1-yl)-1-isobutyl-urea